(S)-6-Methyl-N-((S)-7-oxo-1-(5-(4-(pyridin-3-yl)phenyl)-1H-imidazol-2-yl)nonyl)-6-azaspiro[2.5]octan-1-carboxamid CN1CCC2(C[C@@H]2C(=O)N[C@@H](CCCCCC(CC)=O)C=2NC(=CN2)C2=CC=C(C=C2)C=2C=NC=CC2)CC1